2-[[2-[2-[2-[2-[2-(methylamino)ethoxy]ethoxy]ethoxy]ethoxy]ethoxy]ethoxy]ethanol CNCCOCCOCCOCCOCCOCCOCCO